tertiary hexyltris(t-butoxy)tin C(C)(C)(CCC)[Sn](OC(C)(C)C)(OC(C)(C)C)OC(C)(C)C